FC(C1=NN=C(O1)C1=CC(=C(CN2C(N(C3=C2C=C(C(=C3)F)F)C3CCN(CC3)C)=O)C=C1)F)F 1-(4-(5-(difluoromethyl)-1,3,4-oxadiazol-2-yl)-2-fluorobenzyl)-5,6-difluoro-3-(1-methylpiperidin-4-yl)-1,3-dihydro-2H-benzo[d]imidazol-2-one